C(N)([O-])=O anti-carbamate